CC1(C(=O)O)CC(C(=O)O)(CC=C1)C 1,3-dimethylisophthalic acid